ethyl 7-cyclobutyl-8-[dioxo(phenylamino)sulfanyl]-2-methoxyquinoline-3-carboxylate C1(CCC1)C1=CC=C2C=C(C(=NC2=C1S(NC1=CC=CC=C1)(=O)=O)OC)C(=O)OCC